[18F]C1=CC=C(C(=O)O)C=C1 4-[18F]-fluorobenzoic acid